FC=1C=C(C=C(C1)F)C1=C(C=2C(N(CCC2N1)C(=O)OC(C)(C)C)=O)NC1=CC=CC=C1 tert-butyl 2-(3,5-difluorophenyl)-4-oxo-3-(phenylamino)-1,4,6,7-tetrahydro-5H-pyrrolo[3,2-c]pyridine-5-carboxylate